[Cl-].[Cl-].C[N+](CC=O)(C)C.C[N+](CC=O)(C)C bis(N,N,N-trimethyl-2-oxoethan-1-aminium) bischloride